C(C)(C)(C)OC(=O)N1CCN(CC1)C1=NC=C(C=C1C(F)(F)F)Br 4-(5-bromo-3-(trifluoromethyl)pyridin-2-yl)piperazine-1-carboxylic acid tert-butyl ester